tert-butyl 4-(7-fluoro-4-((3-methyl-4-((1-methyl-1H-benzo[d][1,2,3]triazol-5-yl)oxy)phenyl)amino)pyrido[3,2-d]pyrimidin-6-yl)piperazine-1-carboxylate FC1=CC=2N=CN=C(C2N=C1N1CCN(CC1)C(=O)OC(C)(C)C)NC1=CC(=C(C=C1)OC1=CC2=C(N(N=N2)C)C=C1)C